C1(=CC=CC=C1)[C@H]1N(CCC1)C(=O)OC(C)(C)C tert-butyl (2S)-2-phenylpyrrolidine-1-carboxylate